FC1=C(C=CC(=C1C1=N[C@H](C=2N(C3=C1C(=C(C=C3)Cl)Cl)C(=NN2)C)C)F)O 2,4-difluoro-3-[(4S)-7,8-dichloro-1,4-dimethyl-4H-[1,2,4]triazolo[4,3-a][1,4]benzodiazepin-6-yl]phenol